CN([C@@H](CC1=CNC2=CC=CC=C12)C(=O)O)NC(CC1=CC=C(C=C1)C(F)(F)F)=O methyl-(2-(4-(trifluoromethyl)phenyl)acetamido)-L-tryptophan